C(OC(C)(C)CCCC)([O-])=O n-butyl-isopropyl monocarbonate